BrC1=CC=C(C(=N1)NC(=O)[C@H]1N([C@@H]2C[C@@]2(C1)COS(=O)(=O)C)C(=O)OC(C)(C)C)C (1R,3S,5S)-tert-butyl 3-((6-bromo-3-methylpyridin-2-yl) carbamoyl)-5-(((methylsulfonyl) oxy) methyl)-2-azabicyclo[3.1.0]Hexane-2-carboxylate